pentenyl silyl ether [SiH3]OC=CCCC